4,6-Dimorpholin-4-yl-[1,3,5]triazin-2-ylamino-benzoic acid ethyl ester hydrochloride Cl.C(C)OC(C1=C(C=CC=C1)NC1=NC(=NC(=N1)N1CCOCC1)N1CCOCC1)=O